FC1=C(OC2=NC=CC=C2C2=NC(=NC=C2)N[C@@H]2CN(CCC2)C(=O)OC(C)(C)C)C=CC(=C1F)NS(=O)(=O)CC1=NC=CC=C1 tert-Butyl (3S)-3-[[4-[2-[2,3-difluoro-4-(2-pyridylmethylsulfonylamino)phenoxy]-3-pyridyl]pyrimidin-2-yl]amino]piperidine-1-carboxylate